C(C(C)C)C=1C(=C(C(C(=O)O)=CC1)C(=O)O)CC(C)C.C(C=1C(C(=O)OCC(C)C)=CC=CC1)(=O)OCC(C)C diisobutyl phthalate (Di-isobutylphthalate)